N(=[N+]=[N-])CCCCCCC=1N=C(N(C1)C1=CC=CC=C1)NC(C1=CC(=CC=C1)C=1C=NN(C1)C)=O N-(4-(6-azidohexyl)-1-phenyl-1H-imidazol-2-yl)-3-(1-methyl-1H-pyrazol-4-yl)benzamide